(tert-Butoxycarbonyl)glycylglycyl-L-phenylalanylglycine C(C)(C)(C)OC(=O)NCC(=O)NCC(=O)N[C@@H](CC1=CC=CC=C1)C(=O)NCC(=O)O